N-(3-(6-(2-acetamidopyridin-4-yl)-2-(methylthio)pyrimidin-4-yl)-4-methylphenyl)-2-(trifluoromethyl)isonicotinamide C(C)(=O)NC1=NC=CC(=C1)C1=CC(=NC(=N1)SC)C=1C=C(C=CC1C)NC(C1=CC(=NC=C1)C(F)(F)F)=O